8-fluoro-6-hydroxy-4-(oxetan-3-yloxy)quinoline-2-carboxylic acid methyl ester COC(=O)C1=NC2=C(C=C(C=C2C(=C1)OC1COC1)O)F